NC(C)(C)CS(=O)(=O)[O-].C(C=C)(=O)O.[Na+] sodium acrylic acid dimethyltaurate